(1S,3R)-3-((7-cyano-2-(3'-(3-(((R)-3-hydroxypyrrolidin-1-yl)methyl)-1,7-naphthyridin-8-ylamino)-2,2'-dimethyl-biphenyl-3-yl)benzo[d]oxazol-5-yl)methylamino)cyclopentane-carboxylic acid C(#N)C1=CC(=CC=2N=C(OC21)C=2C(=C(C=CC2)C2=C(C(=CC=C2)NC=2N=CC=C1C=C(C=NC21)CN2C[C@@H](CC2)O)C)C)CN[C@H]2C[C@H](CC2)C(=O)O